ethyl (2E)-3-[4-[(1S,4S,5R)-5-[[5-cyclopropyl-3-(2,6-dichlorophenyl)-1,2-oxazol-4-yl]methoxy]-2-azabicyclo[2.2.1]heptan-2-yl]-3-fluorophenyl]prop-2-enoate C1(CC1)C1=C(C(=NO1)C1=C(C=CC=C1Cl)Cl)CO[C@H]1[C@@H]2CN([C@H](C1)C2)C2=C(C=C(C=C2)/C=C/C(=O)OCC)F